(S)-2,2-diethoxy-1-(4-fluorophenyl)ethan-1-amine C(C)OC([C@@H](N)C1=CC=C(C=C1)F)OCC